FC(C=1C(=C(C=NS(=O)C(C)(C)C)C=CC1)F)F N-(3-(difluoromethyl)-2-fluorobenzylidene)-2-methylpropane-2-sulfinamide